Tert-butyl 6-amino-5-nitro-3',6'-dihydro-[2,4'-bipyridine]-1'(2'H)-carboxylate NC1=C(C=CC(=N1)C=1CCN(CC1)C(=O)OC(C)(C)C)[N+](=O)[O-]